5-([1,2,4]Triazolo[1,5-a]pyridin-6-yl)-N-(2-methoxyphenyl)-1-(6-methylpyridin-2-yl)-1H-pyrazol-3-carboxyamid N=1C=NN2C1C=CC(=C2)C2=CC(=NN2C2=NC(=CC=C2)C)CC(=O)NC2=C(C=CC=C2)OC